4-(8,11-di-tert-butylperylene-3-yl)butanoic acid C(C)(C)(C)C=1C=C2C3=CC=CC4=C(C=CC(C=5C=C(C=C(C1)C25)C(C)(C)C)=C43)CCCC(=O)O